(R)-3-hydroxy-5-nitro-3-((R)-1-oxo-1,2,3,4-tetrahydronaphthalen-2-yl)indolin-2-one O[C@]1(C(NC2=CC=C(C=C12)[N+](=O)[O-])=O)[C@@H]1C(C2=CC=CC=C2CC1)=O